C(C)OC(=O)C1=C(N(C(C=C1)=O)COCC[Si](C)(C)C)Cl 2-chloro-6-oxo-1-((2-(trimethylsilyl)ethoxy)methyl)-1,6-dihydropyridine-3-carboxylic acid ethyl ester